FC1(CN(CCC1C(NC1=C2C=CN(C2=CC(=C1)C#CCNC1=C(C=C(C=C1)S(=O)(=O)C)OC)CC(F)(F)F)=O)C(=O)OC(C)(C)C)F tert-butyl 3,3-difluoro-4-[[6-[3-(2-methoxy-4-methylsulfonyl-anilino)prop-1-ynyl]-1-(2,2,2-trifluoroethyl)indol-4-yl]carbamoyl]piperidine-1-carboxylate